COC=1C=C2C[C@@H](C2=CC1OC)CN(CCCN1C(CC=CC2=C1C=CC=C2)=O)C [3-[[[(7S)-3,4-dimethoxybicyclo[4.2.0]octa-1,3,5-trien-7-yl]methyl]methylamino]propyl]-1,3-dihydro-2H-benzazepin-2-one